CP(C1=C2N=CC=NC2=CC=C1NC=1C2=C(N=C(N1)NC1=CC(=C(C=C1)N1CCOCC1)C=1C=NN(C1)C)NC=C2)(C)=O Dimethyl(6-((2-((3-(1-methyl-1H-pyrazol-4-yl)-4-morpholinophenyl)amino)-7H-pyrrolo[2,3-d]pyriMidin-4-yl)amino)quinoxalin-5-yl)phosphine oxide